N-(6-azidohexyl)-2-methyl-8-[4-(trifluoromethyl)phenyl]-2H,8H-pyrazolo[3,4-b]indole-5-carboxamide N(=[N+]=[N-])CCCCCCNC(=O)C=1C=C2C=3C(N(C2=CC1)C1=CC=C(C=C1)C(F)(F)F)=NN(C3)C